COC1=CC=C(C=C1)CNCC1=NC=CC(=C1)N1CCCCC1 1-(4-methoxyphenyl)-N-[[4-(1-piperidyl)-2-pyridyl]methyl]-methanamin